8-Methoxy-2,3,4,5-tetrahydrobenzo[b][1,4]oxazepine COC=1C=CC2=C(OCCCN2)C1